C1(CC1)S(=O)(=O)N1N=CC(=C1)C1=NC=CC(=N1)NC1=CC(=C(C=N1)C(=O)N1CCC(CC1)N1CCN(CC1)C)NC(C)C (6-((2-(1-(cyclopropylsulfonyl)-1H-pyrazol-4-yl)pyrimidin-4-yl)amino)-4-(isopropylamino)pyridin-3-yl)(4-(4-methylpiperazin-1-yl)piperidin-1-yl)methanone